3-(9-bromodibenzofuran-2-yl)-9-phenyl-9H-carbazole BrC1=CC=CC2=C1C1=C(O2)C=CC(=C1)C=1C=CC=2N(C3=CC=CC=C3C2C1)C1=CC=CC=C1